C(C)(C)(C)OC(=O)N1CCC(CC1)(O)CN1CCN(CC1)C(=O)OCC1=CC=CC=C1 benzyl 4-[(1-tert-butoxycarbonyl-4-hydroxy-4-piperidyl)methyl]piperazine-1-carboxylate